Cl.C12CNCC2CCC1 3-aza-bicyclo[3.3.0]octane hydrochloride